CN(CCS(=O)(=O)[O-])C(CCCCCCC\C=C/CCCCCCCC)=O.[Na+] Natrium methyl-Oleoyl-Taurat